NC(C(=O)NCCC1=CC(=C(C=C1)Br)OC)C1CC(C1)(F)F 2-amino-N-(4-bromo-3-methoxyphenethyl)-2-(3,3-difluorocyclobutyl)acetamide